acetphenone C(C)(=O)C1=CC=CC=C1